1,2-di-hexadecyl-3-trimethylammonio-propane C(CCCCCCCCCCCCCCC)CC(C[N+](C)(C)C)CCCCCCCCCCCCCCCC